O1C(OCC1)C1CCC(CC1)C=1C=NN2C1C=C(C=C2)OCC2=CC=CC=C2 3-(4-(1,3-dioxolane-2-yl)cyclohexyl)-5-(benzyloxy)pyrazolo[1,5-a]pyridine